1-[3-(2,6-dioxo-3-piperidinyl)phenyl]piperidine-4-carbaldehyde O=C1NC(CCC1C=1C=C(C=CC1)N1CCC(CC1)C=O)=O